N-(trimethylsilyl)-3-chloro-2,2-difluoropropionamide C[Si](NC(C(CCl)(F)F)=O)(C)C